[3,3'-bipyridine]-2,2',5,5',6,6'(1H,1'H)-hexaone N1C(C(=CC(C1=O)=O)C=1C(NC(C(C1)=O)=O)=O)=O